(3-(4-cyclopropylphenyl)propyl)biguanidine hydrochloride Cl.C1(CC1)C1=CC=C(C=C1)CCCNC(=N)NNC(=N)N